hexadecadienaldehyde C(C=CC=CCCCCCCCCCCC)=O